P(=O)(=O)P([O-])([O-])=O phospho-phosphonate